C(C)(C)(C)OC(=O)N1[C@@H]([C@@H](CC1)F)C(=O)O (2R,3R)-1-(tert-butoxycarbonyl)-3-fluoropyrrolidine-2-carboxylic acid